tert-Butyl 3-(5-(methoxymethyl)-7-(thiazol-2-yl)-4-(trifluoromethyl)benzo[d]oxazol-2-yl)-3,8-diazabicyclo[3.2.1]octane-8-carboxylate COCC=1C=C(C2=C(N=C(O2)N2CC3CCC(C2)N3C(=O)OC(C)(C)C)C1C(F)(F)F)C=1SC=CN1